BrC=1C=CC=C2C(C(=COC12)C=O)=O 8-bromo-chromone-3-carbaldehyde